CN1C(=NC(=C1)C(F)(F)F)C1=CC=C(C=C1)CC1=CNC2=C1N=C(N=C2)C=2C(=NC=CC2)O 3-[7-([4-[1-methyl-4-(trifluoromethyl)imidazol-2-yl]phenyl]methyl)-5H-pyrrolo[3,2-d]pyrimidin-2-yl]pyridin-2-ol